C(=O)[O-].[Ru+3].C(=O)[O-].C(=O)[O-] ruthenium(III) formate